COCCCNCCCCCS(=O)(=O)O 5-[(3-methoxypropyl)amino]Pentanesulfonic acid